2-methyl-2,4-butylene glycol CC(C)(CCO)O